NS(=NC(CC1=C(C=C(C=C1C(C)C)C=1C=C2CCOCC2=CC1)C(C)C)=O)(=O)C1=CN=C(S1)C(CO)(C)O N-(amino(2-(1,2-dihydroxypropan-2-yl)thiazol-5-yl)(oxo)-λ6-sulfaneylidene)-2-(4-(isochroman-6-yl)-2,6-diisopropylphenyl)acetamide